bis[3-(4-aminophenoxy)phenyl]sulfide NC1=CC=C(OC=2C=C(C=CC2)SC2=CC(=CC=C2)OC2=CC=C(C=C2)N)C=C1